N-(6-(1H-pyrazol-4-yl)pyridin-3-yl)-2-(2-(thiazol-2-yl)-1H-indol-6-yl)pyrimidin-4-amine N1N=CC(=C1)C1=CC=C(C=N1)NC1=NC(=NC=C1)C1=CC=C2C=C(NC2=C1)C=1SC=CN1